N1=C(C=CC=C1)C1=C2CCN(C2=CC=C1)C(=O)[C@H]1N(CCC1)C(=O)OC(C)(C)C tert-butyl (S)-2-(4-(pyridin-2-yl)indoline-1-carbonyl)pyrrolidine-1-carboxylate